N-[(S)-(4,4-Difluorocyclohexyl){5-[(1S)-1-(2,2-difluoropropylcarbamoyl)-3,3,3-trifluoropropyl]-4-fluoro-1H-benzimidazol-2-yl}methyl]-1-fluorocyclopropanecarboxamide FC1(CCC(CC1)[C@H](NC(=O)C1(CC1)F)C1=NC2=C(N1)C=CC(=C2F)[C@H](CC(F)(F)F)C(NCC(C)(F)F)=O)F